C(C)(C)(C)OC(=O)NCC(C(=O)O)C 3-((tert-Butoxycarbonyl)amino)-2-methylpropanoic acid